(4-hydroxy-3-methoxyphenyl)-5-methyl-2,3-diphenylpyrazolo[1,5-a]pyrimidin-7(4H)-one OC1=C(C=C(C=C1)N1C=2N(C(C=C1C)=O)N=C(C2C2=CC=CC=C2)C2=CC=CC=C2)OC